CC(C)=C1CCC(CC1)N1CCC(CC1)N1C(=C(C2=CC=CC=C12)CN1CCCC1)CCNNS(=O)=O N-(2-(1-(1-(4-(propan-2-ylidene)cyclohexyl)piperidin-4-yl)-3-(pyrrolidin-1-yl-methyl)-1H-indol-2-yl)ethyl)amino-sulfonamide